3-hydroxycyclopentane-1,2-dicaffeamide OC1C(C(CC1)C1=CC(=C(C=C1/C=C/C(=O)N)O)O)C1=CC(=C(C=C1/C=C/C(=O)N)O)O